FC(C=1C=C(C=C(C1)C(F)(F)F)NC(=O)[C@]12[C@H]3C[C@@H]([C@@H]([C@@]2(C1)C=1C(=NN(C1)C)C(F)(F)F)O3)O)(F)F |r| rac-(1r,2r,4s,5r,6s)-N-(3,5-bis(trifluoromethyl)phenyl)-6-hydroxy-4-(1-methyl-3-(trifluoromethyl)-1H-pyrazol-4-yl)-8-oxatricyclo[3.2.1.02,4]octane-2-carboxamide